[N+](=O)([O-])C=1C=C(C=CC1N(C)C)NC1=NC=2N(C(=N1)C1=CN(C3=CC=CC=C13)C)N=CC2 2-(3-nitro-4-dimethylamino-phenylamino)-4-(1-methylindol-3-yl)pyrazolo[1,5-a][1,3,5]triazin